N-[Bis(dimethylamino)-iodosilyl]-N-methylmethanamine CN(C)[Si](N(C)C)(I)N(C)C